C(C)C(C(=O)O)C(C1=CC=CC=C1)=O.C(C1=CC=CC=C1)(=O)CC(=O)OCC ethyl benzoylacetate (ethyl 3-oxo-3-phenylpropanoate)